(E)-1-(4-((4-amino-7-methyl-5-(4-phenoxyphenyl)-7H-pyrrolo[2,3-d]pyrimidin-6-yl)ethynyl)piperidin-1-yl)-4-morpholinobut-2-en-1-one NC=1C2=C(N=CN1)N(C(=C2C2=CC=C(C=C2)OC2=CC=CC=C2)C#CC2CCN(CC2)C(\C=C\CN2CCOCC2)=O)C